Ethyl-N-[(2-methoxyphenyl)methyl]-6-methyl-4-[(1-methylcyclopropyl)amino]furo[2,3-d]pyrimidine-5-carboxamide C(C)C=1N=C(C2=C(N1)OC(=C2C(=O)NCC2=C(C=CC=C2)OC)C)NC2(CC2)C